COC(=O)C=1C(N(C2=CC(=CC=C2C1N)Br)C1=CC=C2C=CN=CC2=C1)=O 4-Amino-7-bromo-1-(isoquinolin-7-yl)-2-oxo-1,2-dihydroquinoline-3-carboxylic acid methyl ester